NC1=CC=CC(=N1)S(=O)(=O)NC(=O)C=1C(=NC(=CC1)C=1C=NN(C1)CC(C)C)N1C(CC(C1)C)(C)C N-[(6-Amino-2-pyridyl)sulfonyl]-6-(1-isobutylpyrazol-4-yl)-2-(2,2,4-trimethylpyrrolidin-1-yl)pyridin-3-carboxamid